tert-Butyl 2-[3-(diethylamino)phenyl]piperidine-1-carboxylate C(C)N(C=1C=C(C=CC1)C1N(CCCC1)C(=O)OC(C)(C)C)CC